C(#C)C=1SC=C(N1)C(=O)NCC1=NN(C=C1)C 2-ethynyl-N-((1-methyl-1H-pyrazol-3-yl)methyl)thiazole-4-carboxamide